1,4-dihydroxy-5,8-bis[[2-[(2-hydroxyethyl)amino]ethyl]amino]-9,10-anthraquinone OC1=CC=C(C=2C(C3=C(C=CC(=C3C(C12)=O)NCCNCCO)NCCNCCO)=O)O